[Cl-].[Cl-].C[SiH](C)C=1C(=C2C(=C(C(C2=CC1)[Zr+2]C1C(=C(C2=C(C(=CC=C12)[SiH](C)C)C1=CC=CC=C1)C1C(=CC2=C(C(=CC=C12)C)C1=CC=CC=C1)C=1OC(=CC1)C)C=1OC(=CC1)C)C=1OC(=CC1)C)C1C(=CC2=C(C(=CC=C12)C)C1=CC=CC=C1)C=1OC(=CC1)C)C1=CC=CC=C1 Bis[dimethylsilyl-{2-(5-methyl-2-furyl)-4-phenyl-5-methyl-1-indenyl}{2-(5-methyl-2-furyl)-4-phenyl-1-indenyl}]zirconium dichloride